(4,5,6-trimethylmorpholin-2-yl)methylamine CN1CC(OC(C1C)C)CN